5-(2-fluoro-6-hydroxy-3-(3-(3-methoxypyrrolidin-1-yl)-1H-pyrazol-5-yl)phenyl)-1,2,5-thiadiazolidin-3-one 1,1-dioxide FC1=C(C(=CC=C1C1=CC(=NN1)N1CC(CC1)OC)O)N1CC(NS1(=O)=O)=O